FC(CCOC(C(=O)OCCC(C(C(C(C(C(F)(F)F)(F)F)(F)F)(F)F)(F)F)(F)F)(C)OCCC(C(C(C(C(C(F)(F)F)(F)F)(F)F)(F)F)(F)F)(F)F)(C(C(C(C(C(F)(F)F)(F)F)(F)F)(F)F)(F)F)F 3,3,4,4,5,5,6,6,7,7,8,8,8-tridecafluorooctyl 2,2-bis((3,3,4,4,5,5,6,6,7,7,8,8,8-tridecafluorooctyl)oxy)propanoate